C(C1=CC=CC=C1)OC(=O)N1CCN(C2=CC=CC(=C12)C)C1=CC2=C(N=C(N=C2)NCC2=C(C=C(C=C2)OC)OC)N(C1=O)C1CCC(CC1)OC 4-[2-[(2,4-dimethoxyphenyl)methylamino]-8-(4-methoxycyclohexyl)-7-oxo-pyrido[2,3-d]pyrimidin-6-yl]-8-methyl-2,3-dihydroquinoxaline-1-carboxylic acid benzyl ester